3,5-dimethylbenzoate CC=1C=C(C(=O)[O-])C=C(C1)C